tert-butyl (S)-3-(2-((methylsulfonyl)oxy)ethyl)piperidine-1-carboxylate CS(=O)(=O)OCC[C@H]1CN(CCC1)C(=O)OC(C)(C)C